FC1=C(C=CC(=C1)F)C1OCCC(C1)=O 2-(2,4-difluorophenyl)dihydro-2H-pyran-4(3H)-one